4-Amino-8-(cyclohex-1-en-1-yl)-N-propylisoquinoline-3-carboxamide NC1=C(N=CC2=C(C=CC=C12)C1=CCCCC1)C(=O)NCCC